O1CC(CC1)C(=O)N tetrahydrofuran-3-carboxamide